FC(C1=C(C=C(C(=O)NC2=CC(=CC(=C2)C(F)(F)F)N2C=NC(=C2)C)C=C1)CNC=1C=NC=NC1)F 4-(Difluoromethyl)-N-(3-(4-methyl-1H-imidazol-1-yl)-5-(trifluoromethyl)phenyl)-3-((pyrimidin-5-ylamino)methyl)benzamide